C(C1=CC=CC=C1)N1[C@H]2CC(C[C@@H]1CC2)NC(=O)NC21CC3C4=C(C(CC(C2)(C3)C)C1)C=CC=C4 1-((1R,3s,5S)-8-benzyl-8-azabicyclo[3.2.1]octan-3-yl)-3-(9-methyl-5,6,8,9,10,11-hexahydro-7H-5,9:7,11-dimethanobenzo[9]annulen-7-yl)urea